C(CCC)OC(=O)N1CCN(CC1)C1=CC=C(C=C1)C(=O)N1CCC(CC1)CCCCS(=O)(=O)C butyl-4-(4-(4-(4-methanesulfonylbutyl)piperidine-1-carbonyl)phenyl)piperazine-1-carboxylate